2,2,4-trimethyl-1-oxa-2-silacyclohexan-6-one C[Si]1(OC(CC(C1)C)=O)C